(2-Cyclopropoxy-4-fluorophenyl)(6-(3-(trifluoromethyl)-5-(2-(trifluoromethyl)phenyl)-1H-pyrazol-1-yl)-2-azaspiro[3.3]hept-2-yl)methanone C1(CC1)OC1=C(C=CC(=C1)F)C(=O)N1CC2(C1)CC(C2)N2N=C(C=C2C2=C(C=CC=C2)C(F)(F)F)C(F)(F)F